Methyl 5-(3-aminophenyl)-1-(2-trimethylsilylethoxymethyl)pyrazolo[3,4-c]pyridine-3-carboxylate NC=1C=C(C=CC1)C=1C=C2C(=CN1)N(N=C2C(=O)OC)COCC[Si](C)(C)C